4-(1-(5-fluoropyridyl)pyrrolidin-3-yl)-2'-isopropylbiphenyl-3-carbaldehyde FC=1C=CC(=NC1)N1CC(CC1)C1=C(C=C(C=C1)C1=C(C=CC=C1)C(C)C)C=O